C1=C(OC(=C1)C(=O)O)C(=O)O The molecule is a member of the class of furans carrying two carboxy substituents at positions 2 and 5. It has a role as a human urinary metabolite. It is a member of furans and a dicarboxylic acid. It is a conjugate acid of a furan-2,5-dicarboxylate.